BrC1=C2C[C@](N(C2=CC(=C1Cl)F)C(=O)OC(C)(C)C)(C1=CC=CC=C1)/C=N/[S@](=O)C(C)(C)C Tert-butyl (S)-4-bromo-2-((E)-(((R)-tert-butylsulfinyl)imino)methyl)-5-chloro-6-fluoro-2-phenylindoline-1-carboxylate